(S)-N-(3-chloro-5-(methylsulfonamido)phenyl)-4-(5-fluoro-3-(1-(5-fluoropyridin-3-yl)ethoxy)pyridin-2-yl)-5-methylthiophene-2-carboxamide ClC=1C=C(C=C(C1)NS(=O)(=O)C)NC(=O)C=1SC(=C(C1)C1=NC=C(C=C1O[C@@H](C)C=1C=NC=C(C1)F)F)C